cis-5-Methyl-N-({4-methyl-2-[6-methyl-3-(2H-1,2,3-triazol-2-yl)pyridin-2-carbonyl]-2-azabicyclo[3.1.1]heptan-3-yl}methyl)pyrazin-2-amin CC=1N=CC(=NC1)NCC1N(C2CC(C1C)C2)C(=O)C2=NC(=CC=C2N2N=CC=N2)C